3-chloro-5-{[1-(cyclopropylmethyl)-1H-1,2,3-triazol-4-yl]methyl}-1H-pyrazol ClC1=NNC(=C1)CC=1N=NN(C1)CC1CC1